2,8-dimethyl-7-(3-(pyrazolo[1,5-a]pyridin-3-yl)-7,8-dihydro-1,6-naphthyridin-6(5H)-yl)-4H-pyrimido[1,2-b]pyridazin-4-one CC=1N=C2N(N=C(C(=C2)C)N2CC=3C=C(C=NC3CC2)C=2C=NN3C2C=CC=C3)C(C1)=O